CN(C(=O)C1=C(OCCN(C(OCC2=CC=CC=C2)=O)C)C=CC=C1)C Benzyl (2-(2-(dimethylcarbamoyl) phenoxy)ethyl)(methyl)carbamate